piperidine-1-carboxylic acid ((1R,2S)-2-phenyl-cyclopropyl)-amide C1(=CC=CC=C1)[C@H]1[C@@H](C1)NC(=O)N1CCCCC1